3-tert-butyl-1-(7-{[(tert-butyldimethylsilyl)oxy]methyl}-2-oxo-1-[(1S)-1-phenylethyl]quinoxalin-6-yl)urea C(C)(C)(C)NC(NC=1C=C2N=CC(N(C2=CC1CO[Si](C)(C)C(C)(C)C)[C@@H](C)C1=CC=CC=C1)=O)=O